3-(PYRIMIDIN-2-YLETHYNYL)ANILINE N1=C(N=CC=C1)C#CC=1C=C(N)C=CC1